CN(CC(C(=O)C=1OC(=CC1)C)C1=CC(=NO1)C)C 3-(dimethylamino)-2-(3-methyl-1,2-oxazol-5-yl)-1-(5-methylfuran-2-yl)propan-1-one